(R)-4-(2-((1-(5-chloro-6-oxo-1,6-dihydropyridazin-4-yl)pyrrolidin-3-yl)oxy)pyridin-4-yl)-N-propylpiperazine-1-sulfonamide ClC1=C(C=NNC1=O)N1C[C@@H](CC1)OC1=NC=CC(=C1)N1CCN(CC1)S(=O)(=O)NCCC